ClC=1C(=NC(=NC1)N[C@H]1[C@@H](COCC1)O)C1=CC2=C(C=C1)OCC=1NN=C(C12)C (3S,4R)-4-((5-chloro-4-(1-methyl-3,4-dihydrochromeno[3,4-c]pyrazol-8-yl)pyrimidin-2-yl)amino)tetrahydro-2H-pyran-3-ol